IC1=NNC2=CC=CC=C12 3-iodoindazol